4-Fluoro-[1,1'-biphenyl]-2-carboxylic acid FC=1C=C(C(=CC1)C1=CC=CC=C1)C(=O)O